C(C)N(C(C1=CC(=C(C(=C1)F)F)F)=O)CC N,N-diethyl-3,4,5-trifluorobenzamide